C1CCC2=C(C=3CCCC3C=C12)NC(=O)N=[S@](=O)(N)C1=NN(C(=C1)C(C)(C)O)C1=CC=CC=C1 (R)-N'-((1,2,3,5,6,7-hexahydro-s-indacen-4-yl)carbamoyl)-5-(2-hydroxypropan-2-yl)-1-phenyl-1H-pyrazole-3-sulfonimidamide